3-pyridylsulfone N1=CC(=CC=C1)S(=O)(=O)C=1C=NC=CC1